(2R,4aR)-11-(6-amino-4-methyl-3-(trifluoromethyl)pyridin-2-yl)-12-chloro-10-fluoro-2-Methyl-2,3,4,4a,6,7-hexahydro-8-oxa-3,5a,9,13c-tetraazanaphtho[3,2,1-de]anthracene-5(1H)-one NC1=CC(=C(C(=N1)C=1C(=CC2=C3C=4N(CCOC4N=C2C1F)C([C@H]1CN[C@@H](CN13)C)=O)Cl)C(F)(F)F)C